C1(CCCCC1)C[C@H](C(=O)N1CC(C(CC1)(O)CN1C(C=C(C(=C1)C(=O)N1CCNCC1)C1=CC=CC=C1)=O)(C)C)C 1-((1-((R)-3-cyclohexyl-2-methylpropanoyl)-4-hydroxy-3,3-dimethylpiperidin-4-yl)methyl)-4-phenyl-5-(piperazine-1-carbonyl)pyridin-2(1H)-one